(S)-Methyl-3-(4-(diisobutylamino)-3-(3-(p-tolyl)ureido)phenyl)pentanoic Acid C[C@H](C(=O)O)C(CC)C1=CC(=C(C=C1)N(CC(C)C)CC(C)C)NC(=O)NC1=CC=C(C=C1)C